2-Methyl-4,5-diphenylthiazole CC=1SC(=C(N1)C1=CC=CC=C1)C1=CC=CC=C1